4-piperazin-1-yl-spiro[6,8-dihydro-5H-quinazolin-7,1'-cyclohexane] N1(CCNCC1)C1=NC=NC=2CC3(CCCCC3)CCC12